FC([C@H](OC)C1=C(C=C(C=C1)[C@H](CC(=O)O)CC)NC=1C=NC(=NC1)C(F)(F)F)(F)F (S)-3-(4-((R)-2,2,2-trifluoro-1-methoxyethyl)-3-((2-(trifluoromethyl)pyrimidin-5-yl)amino)phenyl)pentanoic acid